2-amino-3-(5-chlorothiophen-3-yl)propanoic acid NC(C(=O)O)CC1=CSC(=C1)Cl